5-((6-aminopyrimidin-4-yl)amino)-3-methyl-6-oxo-1,6-dihydropyridine-2-carboxylic acid NC1=CC(=NC=N1)NC1=CC(=C(NC1=O)C(=O)O)C